FC(OC=1C=C(C=C(C1C(=O)N1CC(C1)CO)OC)C1=CN=C2N1C=CC(=C2)C(C#N)(C)C)F 2-[3-[3-(difluoromethoxy)-4-[3-(hydroxymethyl)azetidine-1-carbonyl]-5-methoxy-phenyl]imidazo[1,2-a]pyridin-7-yl]-2-methyl-propanenitrile